3β-(Methoxy)-17-(1H-benzimidazol-1-yl)androsta-5,16-diene CO[C@@H]1CC2=CC[C@H]3[C@@H]4CC=C([C@@]4(C)CC[C@@H]3[C@]2(CC1)C)N1C=NC2=C1C=CC=C2